ClC1=C(C(=CC(=C1)OC(F)(F)F)Cl)NC=1N(C2=NC(=NC=C2N1)NC1CCOCC1)C1CCC(CC1)C(=O)N (1s,4s)-4-(8-(2,6-dichloro-4-(trifluoromethoxy)phenylamino)-2-(tetrahydro-2H-pyran-4-ylamino)-9H-purin-9-yl)cyclohexanecarboxamide